FC=1C=C(OCC([C@H](C[C@H]2C(NCC2)=O)NC(=O)[C@@H]2[C@H]3C([C@H]3CN2C([C@@H](NC(C(F)(F)F)=O)C(C)C)=O)(C)C)=O)C=CC1F (1R,2S,5S)-N-{(2S)-4-(3,4-difluorophenoxy)-3-oxo-1-[(3S)-2-oxopyrrolidin-3-yl]butan-2-yl}-6,6-dimethyl-3-[N-(trifluoroacetyl)-L-valyl]-3-azabicyclo[3.1.0]hexane-2-carboxamide